(5-bromopyridin-3-yl)-(4-methyl-4H-1,2,4-triazol-3-yl)methanone BrC=1C=C(C=NC1)C(=O)C1=NN=CN1C